S(=O)(=O)([O-])[O-].C(N)(=O)C(C[NH2+]CCO)C(N)=O.C(N)(=O)C(C[NH2+]CCO)C(N)=O dicarbamoylethyl-hydroxyethyl-ammonium sulfate